COC=1C(=CC=C2C(=CC=NC12)C=CC(=O)O)[N+](=O)[O-] 3-(8-Methoxy-7-nitroquinolin-4-yl)acrylic acid